tert-Butyl (2S)-2-[4-[(5-ethyl-4-methyl-1H-pyrazole-3-carbonyl)amino]phenyl]morpholine-4-carboxylate C(C)C1=C(C(=NN1)C(=O)NC1=CC=C(C=C1)[C@H]1CN(CCO1)C(=O)OC(C)(C)C)C